francium dodecylbenzenesulfonate C(CCCCCCCCCCC)OS(=O)(=O)C1=CC=CC=C1.[Fr]